C(C)N1N=C(C=C1C1=NNC(=N1)C1=C2C=NN(C2=CC(=C1)C(=O)N)CCN1CC(C1)O)C 4-[3-(1-ethyl-3-methyl-1H-pyrazol-5-yl)-1H-1,2,4-triazol-5-yl]-1-[2-(3-hydroxyazetidin-1-yl)ethyl]-1H-indazole-6-carboxamide